CC1(OB(OC1(C)C)C1=CC2CCC(C1)N2C(=O)[O-])C 3-(4,4,5,5-tetramethyl-1,3,2-Dioxaborol-2-yl)-8-azabicyclo[3.2.1]oct-2-ene-8-carboxylate